CC1(N(CCC1)CC1(CC1)C(=O)O)C 1-((2,2-dimethylpyrrolidin-1-yl)methyl)cyclopropanecarboxylic acid